The molecule is a purine ribonucleoside 5'-tetraphosphate compound having 5'-guanosyl residues at the P(1)- and P(4)-positions. It has a role as an Escherichia coli metabolite and a mouse metabolite. It is a guanosine 5'-phosphate and a purine ribonucleoside 5'-tetraphosphate. It is a conjugate acid of a P(1),P(4)-bis(5'-guanosyl) tetraphosphate(4-). C1=NC2=C(N1[C@H]3[C@@H]([C@@H]([C@H](O3)COP(=O)(O)OP(=O)(O)OP(=O)(O)OP(=O)(O)OC[C@@H]4[C@H]([C@H]([C@@H](O4)N5C=NC6=C5N=C(NC6=O)N)O)O)O)O)N=C(NC2=O)N